FC(C1=NC=CC=C1C(=O)NC1=C2C(CC(C2=CC=C1)(C)C)CC)F 2-difluoromethyl-N-(3-ethyl-1,1-dimethyl-indan-4-yl)pyridine-3-carboxamide